C(C)OC(=O)C=1N(C2=CC=C(C=C2C1)OCCOC)CCOC 5-(2-methoxyethoxy)-1-(2-methoxyethyl)-1H-indole-2-carboxylic acid ethyl ester